FC1=C(OC2=C(C=C(C=C2)[N+](=O)[O-])C2=CC(=NC(=C2)C)C)C=CC(=C1)F 4-(2-(2,4-difluorophenoxy)-5-nitrophenyl)-2,6-lutidine